5,7,3',6'-tetrahydroxy-8,2'-dimethoxyflavone sodium [Na].OC1=C2C(C=C(OC2=C(C(=C1)O)OC)C1=C(C(=CC=C1O)O)OC)=O